BrC1=C(CNC(=O)C=2C(=C3C4=C(C(OC3=CC2CCCCC)(C)C)C=CC(=C4)C)O)C=CC=C1 N-(2-bromobenzyl)-1-hydroxy-6,6,9-trimethyl-3-pentyl-6H-benzo[c]chromene-2-carboxamide